5-benzoyl-2,3-dihydro-1H-pyridine-1-carboxylic acid C(C1=CC=CC=C1)(=O)C=1CCCN(C1)C(=O)O